1-(5-tert-butylisoOxazol-3-yl)-2-hydroxy-4-methoxy-3-methyl-2H-pyrrol-5-one C(C)(C)(C)C1=CC(=NO1)N1C(C(=C(C1=O)OC)C)O